3-((2-aminophenyl) amino)-4,4-dimethylvalerate NC1=C(C=CC=C1)NC(CC(=O)[O-])C(C)(C)C